(S)-N-(6-(5-methyl-6,7-dihydro-5H-pyrrolo[2,1-c][1,2,4]triazol-3-yl)pyridin-2-yl)-6-morpholinopyrimidine-4-carboxamide C[C@H]1CCC2=NN=C(N21)C2=CC=CC(=N2)NC(=O)C2=NC=NC(=C2)N2CCOCC2